3,5,3',5'-tetrachlorobisphenol A CC(C)(C1=CC(=C(C(=C1)Cl)O)Cl)C2=CC(=C(C(=C2)Cl)O)Cl